(R)-4-((1-methylazepin-3-yl)methyl)-8-(5-methylthiazol-2-yl)-N-(1-(2-(trifluoromethyl)pyrimidin-5-yl)ethyl)-3,4-dihydro-2H-benzo[b][1,4]oxazine-6-carboxamide CN1C=C(C=CC=C1)CN1C2=C(OCC1)C(=CC(=C2)C(=O)N[C@H](C)C=2C=NC(=NC2)C(F)(F)F)C=2SC(=CN2)C